C1=COC=2C=CN3C=CC=C3C21 furoindolizine